O.O.C(=O)[O-].[Ru+3].C(=O)[O-].C(=O)[O-] ruthenium formate dihydrate